(5-(2,5-Dihydrofuran-3-yl)-6-((dimethylamino)methyl)pyridin-2-yl)carbamic acid tert-butyl ester C(C)(C)(C)OC(NC1=NC(=C(C=C1)C=1COCC1)CN(C)C)=O